NC(C(=O)NCC=1C=C2CN(C(C2=CC1)=O)C1C(NC(CC1)=O)=O)CCCNC(=N)N 2-amino-N-((2-(2,6-dioxopiperidin-3-yl)-1-oxoisoindolin-5-yl)methyl)-5-guanidinopentanamide